O=P1CCNCC1 4-oxo-1,4lambda5-azaphosphinane